C(C=C)(=O)N1CC2(C1)CCC2 2-acryloyl-2-azaspiro[3.3]heptan